7-chloro-1-isopropyl-N-methylpyrido[3,4-d]pyridazin-4-amine ClC1=CC=2C(=C(N=NC2C(C)C)NC)C=N1